(2cis)-15-bromo-pentadec-2-ene-1-ol BrCCCCCCCCCCCC\C=C/CO